C(C)(C)(C)OC(NC=1C=C(C2=C(CCO2)C1C#N)Br)=O (7-bromo-4-cyano-2,3-dihydrobenzofuran-5-yl)carbamic acid tert-butyl ester